2-mercapto-triazine SN1NC=CC=N1